5-(butylsulfanyl)-2-nitroaniline C(CCC)SC=1C=CC(=C(N)C1)[N+](=O)[O-]